R-(+)-2-(4-aminophenoxy)propionamide hydrochloride Cl.NC1=CC=C(O[C@@H](C(=O)N)C)C=C1